1-[(3S)-3-{4-Amino-3-[2-(6-chloro-1-methyl-1,3-benzodiazol-5-yl)ethynyl]pyrazolo[3,4-d]pyrimidin-1-yl}pyrrolidin-1-yl]prop-2-en-1-one NC1=C2C(=NC=N1)N(N=C2C#CC2=CC1=C(N(C=N1)C)C=C2Cl)[C@@H]2CN(CC2)C(C=C)=O